ethyl 1-[4-(difluoromethoxy)-3-phenyl-phenyl]-5-ethyl-3-methyl-pyrazole-4-carboxylate FC(OC1=C(C=C(C=C1)N1N=C(C(=C1CC)C(=O)OCC)C)C1=CC=CC=C1)F